(S)-5-((((9H-fluoren-9-yl)methoxy)carbonyl)amino)-6-(benzyloxy)-2,6-dioxohexane-1-diazonium C1=CC=CC=2C3=CC=CC=C3C(C12)COC(=O)N[C@@H](CCC(C[N+]#N)=O)C(=O)OCC1=CC=CC=C1